1-hydroxy-6-naphthalenesulfonic acid OC1=CC=CC2=CC(=CC=C12)S(=O)(=O)O